C(C1=CC=CC=C1)N1CC2(CCC(C1)N2S(=O)(=O)N2CCC(CC2)OCC2=CC=CC=C2)C(=O)OCC ethyl 3-benzyl-8-((4-(benzyloxy)piperidin-1-yl)sulfonyl)-3,8-diazabicyclo[3.2.1]octane-1-carboxylate